C(C1=CC=CC=C1)OC(=O)N1CC(C1)O[C@H]1[C@H](CN(CC1)C(=O)OC(C)(C)C)F tert-butyl (3S,4R)-4-(1-benzyloxycarbonylazetidin-3-yl)oxy-3-fluoro-piperidine-1-carboxylate